FCCCN(CCOC1=NC=CC(=C1C)[C@H]1N([C@@H](CC2=C1NC1=CC=CC=C21)C)C[C@H](C(=O)OC)C)C methyl (R)-3-((1R,3R)-1-(2-(2-((3-fluoropropyl) (methyl) amino) ethoxy)-3-methylpyridin-4-yl)-3-methyl-1,3,4,9-tetrahydro-2H-pyrido[3,4-b]indol-2-yl)-2-methylpropionate